FC=1C=C(CNC(CC2=CC=3NC4=CC(=CC=C4C3C=C2)C)=O)C=CC1 N-(3-fluorobenzyl)-2-(7-methyl-9H-carbazol-2-yl)acetamide